ClC=1C(=C(OC2=C(C(=NC=N2)OC2=C(C=CC=C2)C(C(=O)NC)=NOC)F)C=CC1)C 2-(2-(6-(3-chloro-2-methyl-phenoxy)-5-fluoro-pyrimidin-4-yloxy)-phenyl)-2-methoxyimino-N-methylacetamide